Ethyl ({(5R)-3-[3,5-difluoro-4-(4-fluoro-1,1-dioxo-1λ6-thian-4-yl)phenyl]-4,5-dihydro-1,2-oxazol-5-yl}methyl)carbamate FC=1C=C(C=C(C1C1(CCS(CC1)(=O)=O)F)F)C1=NO[C@H](C1)CNC(OCC)=O